1-methylpiperidin-4-yl (S)-2-methylene-4-oxo-4-((1-(4-(trifluoromethyl) phenyl)ethyl)amino)butanoate C=C(C(=O)OC1CCN(CC1)C)CC(N[C@@H](C)C1=CC=C(C=C1)C(F)(F)F)=O